2-(2-bromo-5-fluoro-4-nitro-phenyl)acetamide BrC1=C(C=C(C(=C1)[N+](=O)[O-])F)CC(=O)N